N,N-dimethyl-N-hexylamine CN(CCCCCC)C